N-(o-tolylmethyl)-1-[2-(1-piperidinyl)-4-pyridinyl]methylamine C1(=C(C=CC=C1)CNCC1=CC(=NC=C1)N1CCCCC1)C